(E)-1-(4-Chlorophenyl)-3-(dimethylamino)-2-(4-methoxyphenoxy)prop-2-en-1-one ClC1=CC=C(C=C1)C(/C(=C\N(C)C)/OC1=CC=C(C=C1)OC)=O